ClC=1N=C(SC1)C=1N=NN(C1)[C@@H]1[C@H]([C@@H](SC=2C(=NC=C(C2)C)C#N)O[C@@H]([C@@H]1O)CO)O 2-Cyano-5-methylpyridin-3-yl 3-[4-(4-chlorothiazol-2-yl)-1H-1,2,3-triazol-1-yl]-3-deoxy-1-thio-α-D-galactopyranoside